N-(2-(5-ethyl-1,4-diazepan-1-yl)-5-methylpyrimidin-4-yl)-1H-indazol-5-amine C(C)C1NCCN(CC1)C1=NC=C(C(=N1)NC=1C=C2C=NNC2=CC1)C